C(C)OC(CC1=CC(=CC=C1)C=1C(NC2=CC(=C(C=C2C1)C1=CC=C(C=C1)C1=C(C=CC=C1)O)Cl)=O)=O 2-(3-(7-chloro-6-(2'-hydroxy-[1,1'-biphenyl]-4-yl)-2-oxo-1,2-dihydroquinolin-3-yl)phenyl)acetic acid ethyl ester